ClC1=C(C=C(C=C1)F)[C@H]1C=2N(CC(N1)=O)C(=NC2NC(C2=CC(=CC(=C2)C(F)(F)F)F)=O)C2=CC=CC=C2 (S)-N-(8-(2-chloro-5-fluorophenyl)-6-oxo-3-phenyl-5,6,7,8-tetrahydroimidazo[1,5-a]pyrazin-1-yl)-3-fluoro-5-(trifluoromethyl)benzamide